BrC=1C=CC(=C(O\C(\C(=O)OC)=C/OC)C1)C methyl (Z)-2-(5-bromo-2-methyl-phenoxy)-3-methoxy-prop-2-enoate